5-methyl-1-[6-[5-[(6-methylpyridazin-3-yl)amino]benzimidazol-1-yl]-3-[rac-(1R)-1-hydroxyethyl]-2-pyridinyl]pyrazole-3-carbonitrile CC1=CC(=NN1C1=NC(=CC=C1[C@@H](C)O)N1C=NC2=C1C=CC(=C2)NC=2N=NC(=CC2)C)C#N |r|